({4-[8-(2,5-Dihydrofuran-3-yl)-7-[(7-fluoro-2-methyl-1H-1,3-benzodiazol-6-yl)oxy]quinoxalin-2-yl]-1H-pyrazol-1-yl}methyl)cyclopropan-1-ol O1CC(=CC1)C=1C(=CC=C2N=CC(=NC12)C=1C=NN(C1)CC1(CC1)O)OC=1C=CC2=C(NC(=N2)C)C1F